C(=C)S(=O)C=1SC2=C(N1)C=CC=C2 2-(vinylsulfinyl)-1,3-benzothiazole